(S)-6-isopropyl-2-methoxy-3-(3-methoxypropoxy)-10-oxo-5,10-dihydro-6H-pyrido[1,2-h][1,7]naphthyridin C(C)(C)[C@@H]1CC=2C=C(C(=NC2C=2N1C=CC(C2)=O)OC)OCCCOC